BrC1=CC(=CC=2C(=C(OC21)[2H])[2H])[C@@H](C)O |r| (±)-1-(7-Bromobenzofuran-5-yl-2,3-d2)ethan-1-ol